(4-(morpholinomethyl)phenyl)naphthalene-1-sulfonamide dihydrochloride Cl.Cl.O1CCN(CC1)CC1=CC=C(C=C1)C1=C(C2=CC=CC=C2C=C1)S(=O)(=O)N